tert-butyl N-(2-cyano-2-methylideneethyl)-N-[2-(2-methoxyethoxy)-7-(4-{[(1s,4s)-4-(dimethylamino)cyclohexyl]carbamoyl}pyrimidin-2-yl)naphthalen-1-yl]carbamate C(#N)C(CN(C(OC(C)(C)C)=O)C1=C(C=CC2=CC=C(C=C12)C1=NC=CC(=N1)C(NC1CCC(CC1)N(C)C)=O)OCCOC)=C